O1CCN(CC1)C1=NC(=NN2C1=CC(=C2)C(=O)N)N/N=C/C=2C=C(C=CC2)C 4-morpholino-2-[(2E)-2-(m-tolylmethylene)hydrazino]pyrrolo[2,1-f][1,2,4]triazine-6-carboxamide